N[C@H]1CN(C[C@@H](C1)F)C(=O)C1=CC2=C(N(C(=N2)C2=CC=3C(=NC(=CC3)C=3C(=C(C=CC3)O)Cl)N2CC2CC2)C)C(=C1)OC 3-(2-{5-[(3R,5R)-3-amino-5-fluoropiperidine-1-carbonyl]-7-methoxy-1-methyl-1H-1,3-benzodiazol-2-yl}-1-(cyclopropylmethyl)-1H-pyrrolo[2,3-b]pyridin-6-yl)-2-chlorophenol